N6-(((9H-fluoren-9-yl)methoxy)carbonyl)-N2-(2-sulfoacetyl)-L-lysine C1=CC=CC=2C3=CC=CC=C3C(C12)COC(=O)NCCCC[C@H](NC(CS(=O)(=O)O)=O)C(=O)O